1-ethyl-1-methyl-4-oxopiperidin-1-ium iodide [I-].C(C)[N+]1(CCC(CC1)=O)C